C(C)(=O)N1C[C@H](N(CC1)C(C=C)=O)C1=CC(=CC(=C1)B1OC(C(O1)(C)C)(C)C)Cl (R)-1-(4-acetyl-2-(3-chloro-5-(4,4,5,5-tetramethyl-1,3,2-dioxaborolan-2-yl)phenyl)piperazin-1-yl)prop-2-en-1-one